N1CC(OCC1)CNC1=C(C=C(C=C1)S(=O)(=O)NC(C1=C(C=CC=C1)OC=1C=C2C(=NC1)NC=C2)=O)[N+](=O)[O-] N-({4-[(morpholin-2-ylmethyl)amino]-3-nitrophenyl}sulfonyl)-2-(1H-pyrrolo[2,3-b]pyridin-5-yloxy)benzamide